BrC1=CC(=C(C=C1)SC1=CNC2=CC=CC(=C12)C)C 3-((4-Bromo-2-methylphenyl)thio)-4-methyl-1H-indole